methyl (S)-2-amino-5-(7-chloro-2,3-dihydrobenzo[f][1,4]oxazepin-4(5H)-yl)-5-oxopentanoate hydrochloride Cl.N[C@H](C(=O)OC)CCC(=O)N1CCOC2=C(C1)C=C(C=C2)Cl